4-(3-(5-fluoropyridin-2-yl)-1-isobutyl-1H-pyrazol-4-yl)-6-methyl-1H-pyrazolo[3,4-b]Pyridine FC=1C=CC(=NC1)C1=NN(C=C1C1=C2C(=NC(=C1)C)NN=C2)CC(C)C